N-[((3R)-oxolan-3-yl)methyl]-2-[4-({N-[(4-methoxyphenyl)methyl]carbamoyl}amino)phenyl]acetamide O1C[C@H](CC1)CNC(CC1=CC=C(C=C1)NC(NCC1=CC=C(C=C1)OC)=O)=O